BrC=1C(=NN2C1CN(CC2)C(=O)OC(C)(C)C)C2=CC(=CC=C2)OC tert-butyl 3-bromo-2-(3-methoxyphenyl)-6,7-dihydropyrazolo[1,5-a]pyrazine-5(4H)-carboxylate